1-(3,4-Dihydroquinolin-1(2H)-yl)-2-(5-(4-fluorophenyl)pyridin-3-yl)ethan-1-one N1(CCCC2=CC=CC=C12)C(CC=1C=NC=C(C1)C1=CC=C(C=C1)F)=O